1-(2-(2-Aminoethoxy)-2-methylpropyl)-7-(4-(2-(dimethylamino)ethyl)benzyl)-2-(ethoxymethyl)-1H-imidazo[4,5-c]quinolin-4-amine NCCOC(CN1C(=NC=2C(=NC=3C=C(C=CC3C21)CC2=CC=C(C=C2)CCN(C)C)N)COCC)(C)C